tris(2-ethylhexyl) 4,4',4''-(1,3,5-triazine-2,4,6-triyltriimino)trisbenzoate N1=C(N=C(N=C1NC1=CC=C(C(=O)OCC(CCCC)CC)C=C1)NC1=CC=C(C(=O)OCC(CCCC)CC)C=C1)NC1=CC=C(C(=O)OCC(CCCC)CC)C=C1